C1(CC1)N(C1=CC=C(N=N1)C1=C(C=C(C(=C1)F)C1=CN=NC(=C1)OC)O)C1C[C@]2(CCC[C@@](C1)(N2)C)C 2-(6-(cyclopropyl((1R,3S,5S)-1,5-dimethyl-9-azabicyclo[3.3.1]nonan-3-yl)amino)pyridazin-3-yl)-4-fluoro-5-(6-methoxypyridazin-4-yl)phenol